FC(CN1N=NC2=C1C=C(C=C2)C=2C(=C(N1N=C(N=C(C12)OC)N[C@@H]1[C@H](CN(CC1)C1COC1)F)[2H])F)F 5-(1-(2,2-difluoroethyl)-1H-benzo[d][1,2,3]triazol-6-yl)-6-fluoro-N-((3S,4S)-3-fluoro-1-(oxetan-3-yl)piperidin-4-yl)-4-methoxypyrrolo[2,1-f][1,2,4]triazin-7-d-2-amine